FC=1C=C2C(=NC1O)COCC2=O 3-fluoro-2-hydroxy-6H-pyrano[3,4-b]pyridin-5(8H)-one